2-(2-(isopropylamino)ethoxy)pyridin C(C)(C)NCCOC1=NC=CC=C1